2,3,4,5-tetrafluoro-6-methoxy-N-(6-((3-phenoxybenzyl)amino)pyridin-2-yl)benzenesulfonamide FC1=C(C(=C(C(=C1F)F)F)OC)S(=O)(=O)NC1=NC(=CC=C1)NCC1=CC(=CC=C1)OC1=CC=CC=C1